CC1=CC=C(C=C1)C=1C=C(C(N(N1)C=1C=NN(C1)C)=O)C(=O)NCC(C(F)(F)F)O 6-(4-methylphenyl)-2-(1-methyl-1H-pyrazol-4-yl)-3-oxo-N-(3,3,3-trifluoro-2-hydroxypropyl)-2,3-dihydropyridazine-4-carboxamide